NC(CO)CC1=C(C=CC(=C1)OC)OC 2-amino-3-(2,5-dimethoxyphenyl)propan-1-ol